5-((7-ethyl-1,3-dimethyl-2-oxo-1,2-dihydroquinolin-5-yl)(methyl)amino)-5'-methyl-[2,3'-bipyridine]-6'-carboxamide C(C)C1=CC(=C2C=C(C(N(C2=C1)C)=O)C)N(C=1C=CC(=NC1)C=1C=NC(=C(C1)C)C(=O)N)C